tert-butyl (2S,5R)-4-(1-(4-cyano-3-(2-methoxyethoxy) phenyl)ethyl)-2,5-dimethylpiperazine-1-carboxylate C(#N)C1=C(C=C(C=C1)C(C)N1C[C@@H](N(C[C@H]1C)C(=O)OC(C)(C)C)C)OCCOC